(2S,4R)-1-((4-phenoxybutyryl)glycyl)-4-phenylpyrrolidine-2-carboxylic acid benzyl ester C(C1=CC=CC=C1)OC(=O)[C@H]1N(C[C@H](C1)C1=CC=CC=C1)C(CNC(CCCOC1=CC=CC=C1)=O)=O